4-[[6-[2-(2,4-difluorophenyl)-1,1-difluoro-2-hydroxy-3-(5-thioxo-4H-1,2,4-triazol-1-yl)propyl]-3-pyridyl]oxy]-benzonitrile FC1=C(C=CC(=C1)F)C(C(F)(F)C1=CC=C(C=N1)OC1=CC=C(C#N)C=C1)(CN1N=CNC1=S)O